(3-((3,4-dihydroisoquinolin-2(1H)-yl)methyl)-3-hydroxypiperidin-1-yl)(3-(oxetan-3-ylamino)phenyl)methanone C1N(CCC2=CC=CC=C12)CC1(CN(CCC1)C(=O)C1=CC(=CC=C1)NC1COC1)O